C1CC12CN(CC2)C2=C(C=C(C(=O)NC1=C(C=C(C=C1)F)CC(=O)OC(C)(C)C)C=C2)NC(=O)C2=NN(C1=CC=CC=C21)CC(F)(F)F tert-butyl 2-(2-(4-(5-azaspiro[2.4]heptan-5-yl)-3-(1-(2,2,2-trifluoroethyl)-1H-indazole-3-carboxamido) benzamido)-5-fluorophenyl)acetate